lithium tetra(trifluoroethoxy)borate salt FC(CO[B-](OCC(F)(F)F)(OCC(F)(F)F)OCC(F)(F)F)(F)F.[Li+]